BrC=1C(N(C(=CC1OCC1=C(CNC(OC)=O)C=C(C=C1)F)C)C1=C(C=CC=C1F)F)=O methyl 2-({[3-bromo-1-(2,6-difluorophenyl)-6-methyl-2-oxo-1,2-dihydropyridin-4-yl] oxy} methyl)-5-fluorobenzylcarbamate